BrC=1C=C(N2N=CN=C(C21)N)C2CCOCC2 5-bromo-7-(tetrahydro-2H-pyran-4-yl)pyrrolo[2,1-f][1,2,4]Triazine-4-amine